NCCCCS 4-aminobutane-1-thiol